2-fluoro-2',3',5',6,6',7-hexahydrospiro[cyclopenta[e]pyrazolo[1,5-a]pyrimidine-8,4'-pyran]-6-carboxylic acid FC1=NN2C(N=CC3=C2C2(CCOCC2)CC3C(=O)O)=C1